Cl.FC1=C(C=C(C=C1C)N1C(=NC2=C(C1=O)CCN[C@H]2C)N2C(N(CC2)C2=CC=CC=C2)=O)C (S)-3-(4-fluoro-3,5-dimethylphenyl)-8-methyl-2-(2-oxo-3-phenylimidazolidin-1-yl)-5,6,7,8-tetrahydropyrido[3,4-d]pyrimidin-4(3H)-one, hydrochloride salt